C(COCCOCCOCCOCCOCCOC1=CC=C(C=C1NC(=O)C=1N=NN(C1C)C1=C(C=CC(=C1)OC)OC)C(C)(C)C)OC1=CC=C(C=C1NC(=O)C=1N=NN(C1C)C1=C(C=CC(=C1)OC)OC)C(C)(C)C N,N'-((3,6,9,12,15-pentaoxaheptadecane-1,17-diylbis(oxy))bis(3-(tert-butyl)-6,1-phenylene))bis(1-(2,5-dimethoxyphenyl)-5-methyl-1H-1,2,3-triazole-4-carboxamide)